(S)-(4-(3-(3-chloropyridin-2-ylamino)pyrrolidin-1-yl)-3-(hydroxymethyl)phenyl)(2-ethylphenyl)methanone ClC=1C(=NC=CC1)N[C@@H]1CN(CC1)C1=C(C=C(C=C1)C(=O)C1=C(C=CC=C1)CC)CO